2-(trifluoromethyl)-4-pyridinamine FC(C1=NC=CC(=C1)N)(F)F